CC1=C(COCCN)C=CC=C1 2-(2-methylbenzyloxy)ethylamine